7-bromochroman-4-amine BrC1=CC=C2C(CCOC2=C1)N